C(C=C)(=O)N1C[C@@H](N(CC1)C(=O)C1(CC1)OC)C1=CC(=NC(=C1)Cl)C1=CC(=NC=N1)C(=O)NC (S)-6-(4-(4-acryloyl-1-(1-methoxycyclopropane-1-carbonyl)piperazin-2-yl)-6-chloropyridin-2-yl)-N-methylpyrimidine-4-carboxamide